(E)-3-(4-chlorostyryl)isonicotinic acid ClC1=CC=C(/C=C/C2=C(C(=O)O)C=CN=C2)C=C1